ClC1=CC=C(C=C1)CCC(CC(=O)NC=1C=CC=C2C=CC=NC12)C[Si](C1=CC=CC=C1)(C)C 5-(4-Chlorophenyl)-3-{[dimethyl(phenyl)silyl]methyl}-N-(quinolin-8-yl)pentanamide